(R/S)-1-(azetidin-2-ylmethyl)-6-(2,3-dichlorophenyl)-3H-imidazo[4,5-b]pyridin-2-one N1[C@H](CC1)CN1C(NC2=NC=C(C=C21)C2=C(C(=CC=C2)Cl)Cl)=O |r|